NC1=C(C(=NC=C1)[C@@H](C)NC1=C2C(=C(N=N1)C)C=NC(=C2)N2[C@H]1CO[C@@H](C2)C1)C(F)(F)F N-((R)-1-(4-amino(trifluoromethyl)pyridin-2-yl)ethyl)-7-((1R,4R)-2-oxa-5-azabicyclo[2.2.1]heptan-5-yl)-4-methylpyrido[3,4-d]pyridazin-1-amine